5-{2-acetamidoimidazo[1,2-b]pyridazin-6-yl}-N-{[3-fluoro-5-(trifluoromethoxy)phenyl]methyl}-2-methoxy-6-methylpyridine-3-carboxamide C(C)(=O)NC=1N=C2N(N=C(C=C2)C=2C=C(C(=NC2C)OC)C(=O)NCC2=CC(=CC(=C2)OC(F)(F)F)F)C1